OCCN1N=CC(=C1)NC=1N=C(C2=C(N1)NC=C2)N[C@@H]2CN(CC2)C(C=C)=O 1-((3S,4r)-3-((2-((1-(2-hydroxyethyl)-1H-pyrazol-4-yl)amino)-7H-pyrrolo[2,3-d]pyrimidin-4-yl)amino)-pyrrolidin-1-yl)prop-2-en-1-one